methyl ((1R,3R)-3-(3-(methyl-d3)-6-((4-(morpholine-4-carbonyl)-8-(trifluoromethyl)quinolin-2-yl)amino)-2-oxo-2,3-dihydro-1H-imidazo[4,5-c]pyridin-1-yl)cyclopentyl)carbamate C(N1C(N(C2=C1C=NC(=C2)NC2=NC1=C(C=CC=C1C(=C2)C(=O)N2CCOCC2)C(F)(F)F)[C@H]2C[C@@H](CC2)NC(OC)=O)=O)([2H])([2H])[2H]